4-(1-methyl-1H-indazol-6-yl)isoindolin-1-one CN1N=CC2=CC=C(C=C12)C1=C2CNC(C2=CC=C1)=O